C1(CC1)CN1C(=CC2=CC=CC=C12)C1BOOC1 1-(cyclopropylmethyl)-2-(4,5-dioxaborolan-2-yl)-1H-indole